[Cl-].C(CCCCCCCCCCCCCCCCC)OC(CC(C[NH+](C)C)O)COCCCCCCCCCCCCCCCCCC racemic-[(2,3-dioctadecyloxypropyl)(2-hydroxyethyl)]-dimethylammonium chloride